CSC1=NC(=NC=C1)C1=CN=C2N1C=C(C=C2)C(F)(F)F 3-(4-Methylthiopyrimidin-2-yl)-6-(trifluoromethyl)imidazo[1,2-a]Pyridine